ethyl 3-(2-fluorophenyl)-2,3-dibromopropionate FC1=C(C=CC=C1)C(C(C(=O)OCC)Br)Br